ClC1=CC=C(S1)CCCNC=1C=CC2=C(C(=C(O2)C(=O)O)C)C1 5-(3-(5-Chlorothiophen-2-yl)propylamino)-3-methylbenzofuran-2-carboxylic acid